perfluoro-2-propoxy vinyl ether C(=C)OOC(C(F)(F)F)(C(F)(F)F)F